(S,Z)-3-((5-(bicyclo[2.2.1]heptan-1-yl)-3-(ethoxymethyl)-7-(methylthio)-1,1-dioxido-2,3,4,5-tetrahydrobenzo[f][1,2,5]thiadiazepin-8-yl)oxy)-2-fluoroacrylic acid C12(CCC(CC1)C2)N2C[C@H](NS(C1=C2C=C(C(=C1)O\C=C(\C(=O)O)/F)SC)(=O)=O)COCC